The molecule is an acyl-CoA that results from the formal condensation of the thiol group of coenzyme A with the carboxy group of cyclohex-1-ene-1-carboxylic acid. It is a conjugate acid of a cyclohex-1-ene-1-carbonyl-CoA(4-). CC(C)(COP(=O)(O)OP(=O)(O)OC[C@@H]1[C@H]([C@H]([C@@H](O1)N2C=NC3=C(N=CN=C32)N)O)OP(=O)(O)O)[C@H](C(=O)NCCC(=O)NCCSC(=O)C4=CCCCC4)O